N-(5-((4-chlorophenoxy)methyl)-1,3,4-thiadiazol-2-yl)-6-methyl-4-(4-oxa-7-azaspiro[2.5]oct-7-yl)nicotinamide ClC1=CC=C(OCC2=NN=C(S2)NC(C2=CN=C(C=C2N2CCOC3(CC3)C2)C)=O)C=C1